4-[2-[[6-[3-(cyclopentylsulfonylamino)-2,6-difluorophenyl]-8-methyl-7-oxopyrido[2,3-d]pyrimidin-2-yl]amino]ethyl]piperidine-1-carboxylic acid tert-butyl ester C(C)(C)(C)OC(=O)N1CCC(CC1)CCNC=1N=CC2=C(N1)N(C(C(=C2)C2=C(C(=CC=C2F)NS(=O)(=O)C2CCCC2)F)=O)C